C(C1=CC=CC=C1)(=O)N1CCC2(CN(CN2C)CC2=NC=CC=C2)CC1 8-benzoyl-1-methyl-3-(pyridin-2-ylmethyl)-1,3,8-triazaspiro[4.5]decane